O=C1NC(CCC1N1C(C2=CC=C(C=C2C1=O)OCCOC1CN(C1)CCN1[C@H](CNCC1)C)=O)=O 2-(2,6-dioxo-3-piperidinyl)-5-[2-[1-[2-[(2S)-2-methylpiperazin-1-yl]ethyl]azetidin-3-yl]oxyethoxy]isoindoline-1,3-dione